C1(=CC=CC=C1)N1N=CC(=C1)C=1SC=C(N1)C(=O)N1CCN(CC1)S(=O)(=O)N 4-(2-(1-phenyl-1H-pyrazol-4-yl)thiazole-4-carbonyl)piperazine-1-sulfonamide